FC(OC1=CC=CC=2C(N([C@H]3C=4N([C@@H](C21)C3)C3=C(N4)C=CC(=C3)C#CC3(CNC3)C)C([2H])([2H])[2H])=O)F (7R,14R)-1-(difluoromethoxy)-6-(methyl-d3)-11-((3-methylazetidin-3-yl)ethynyl)-6,7-dihydro-7,14-methanobenzo[f]benzo[4,5]imidazo[1,2-a][1,4]diazocin-5(14H)-one